COC=1C=CC2=C(N=C(O2)C(=O)OC)C1 methyl 5-methoxybenzo[d]oxazole-2-carboxylate